C(C1=CC=CC=C1)(C1=CC=CC=C1)N[C@@H](C(=O)NCC)CO (R)-2-(benzhydrylamino)-N-ethyl-3-hydroxypropionamide